OCC1=CC=CC(=N1)C=1CN(CCC1)C(=O)OC(C)(C)C tert-Butyl 6-(hydroxymethyl)-5',6'-dihydro-[2,3'-bipyridine]-1'(2'H)-carboxylate